4'-[spiro(xanthene-9,9'-fluorene)-3,6-diylbis(oxycarbonyl)]bis-aniline C1=CC=CC=2C3=CC=CC=C3C3(C12)C1=CC=C(C=C1OC=1C=C(C=CC13)OC(=O)NC1=CC=CC=C1)OC(=O)NC1=CC=CC=C1